[Cl-].ClC=1N(C=C[N+]1C)C 2-chloro-1,3-dimethylimidazolium chloride